2-[[3-chloro-5-[4-(difluoromethyl)-3-fluoro-phenoxy]-2-pyridinyl]oxy]acetic acid ethyl ester C(C)OC(COC1=NC=C(C=C1Cl)OC1=CC(=C(C=C1)C(F)F)F)=O